2-[[2-(4-hydroxyphenyl)-1-methylethyl](phenylmethyl)amino]ethanone OC1=CC=C(C=C1)CC(C)N(CC=O)CC1=CC=CC=C1